C(C1=CC=CC=C1)O[C@H]1/C(/O[C@@H]([C@@H]([C@@H]1N1N=NC(=C1)C1=CC(=C(C(=C1)F)F)F)OCC1=CC=CC=C1)COCC1=CC=CC=C1)=C\C(=O)OC (E)-Methyl 2-((3R,4S,5R,6R)-3,5-bis(benzyloxy)-6-((benzyloxy)methyl)-4-(4-(3,4,5-trifluorophenyl)-1H-1,2,3-triazol-1-yl)tetrahydro-2H-pyran-2-ylidene)acetate